N-(4-(3,5-dimethylisoxazol-4-yl)-2-nitrophenyl)-2-methyltetrahydro-2H-pyran-4-amine CC1=NOC(=C1C1=CC(=C(C=C1)NC1CC(OCC1)C)[N+](=O)[O-])C